6-(4-chlorobenzoyl)-4-(3-chlorophenyl)-3,4-dihydro-2(1H)-quinolinone ClC1=CC=C(C(=O)C=2C=C3C(CC(NC3=CC2)=O)C2=CC(=CC=C2)Cl)C=C1